COC(=O)NCC1CCN(CC1)C(=O)OC(C)(C)C tert-Butyl 4-(((methoxycarbonyl)amino)methyl)piperidine-1-carboxylate